pyrenyl-boric acid C1(=CC=C2C=CC3=CC=CC4=CC=C1C2=C34)OB(O)O